CN(C1CCCCC1)C dimethylcyclohexylamine